N-methyl-pyrazolidinone CN1NC(CC1)=O